COC=1C=C(C(=O)N2CC(CCC2)CC#C)C=CC1[N+](=O)[O-] 1-(3-methoxy-4-nitrobenzoyl)-3-(prop-2-yn-1-yl)piperidine